C(C1=CC=CC=C1)OC1CCN(CC1)C1=CC(=C(C(=O)NC2=NNC3=CC=C(C=C23)CC2=CC(=CC(=C2)F)F)C=C1)NC1CCOCC1 4-(4-(benzyloxy)piperidin-1-yl)-N-(5-(3,5-difluorobenzyl)-1H-indazol-3-yl)-2-((tetrahydro-2H-pyran-4-yl)amino)benzamide